NC1=C(C(=NC=N1)N[C@@H]1CN(CCC1)C(C=C)=O)C1=CC=C(C=C1)OC1=CC=CC=C1 (S)-1-(3-((6-amino-5-(4-phenoxyphenyl)pyrimidin-4-yl)amino)piperidin-1-yl)prop-2-en-1-one